N-(3-fluoro-4-(1,2,3,4-tetrahydronaphthalen-2-yl)phenyl)acrylamide FC=1C=C(C=CC1C1CC2=CC=CC=C2CC1)NC(C=C)=O